COC(C(C(C)=O)C1=CC(=C(C=C1)Cl)F)=O 2-(4-chloro-3-fluorophenyl)-3-oxobutanoic acid methyl ester